2-ethyl 8-(2-methoxyethyl) (1s,2r,5r)-3-((6-(4-hydroxyphenoxy) pyridin-3-yl) sulfonyl)-3,8-diazabicyclo[3.2.1]octane-2,8-dicarboxylate OC1=CC=C(OC2=CC=C(C=N2)S(=O)(=O)N2[C@H]([C@@H]3CC[C@H](C2)N3C(=O)OCCOC)C(=O)OCC)C=C1